F[C@@H](CNC(=O)[C@]1([C@@H](CC[C@H](C1)C)C(C)C)O)C1=CC=CC=C1 (1s,2s,5R)-N-((2R)-2-fluoro-2-phenylethyl)-1-hydroxy-2-isopropyl-5-methylcyclohexane-1-carboxamide